(-)-1-(3-carbamoylphenyl)-N-(5-((cyclopropylmethylamino)(phenyl)methyl)-2-fluorophenyl)-3-(trifluoromethyl)-1H-pyrazole-5-carboxamide C(N)(=O)C=1C=C(C=CC1)N1N=C(C=C1C(=O)NC1=C(C=CC(=C1)C(C1=CC=CC=C1)NCC1CC1)F)C(F)(F)F